4-nitrobenzyl (((1R,4R)-4-((R)-3-mercaptopyrrolidin-1-yl)cyclohexyl)methyl)carbamate S[C@H]1CN(CC1)C1CCC(CC1)CNC(OCC1=CC=C(C=C1)[N+](=O)[O-])=O